2-(tert-butoxycarbonyl)-1-methylpiperidin-1-ium C(C)(C)(C)OC(=O)C1[NH+](CCCC1)C